6-[(4-methoxybenzyl)(4-dimethylaminobenzyl)aminocarbonyloxyethoxy]pyridine tert-butyl-1,7-diazaspiro[3.5]nonane-1-carboxylate C(C)(C)(C)OC(=O)N1CCC12CCNCC2.COC2=CC=C(CC(COC1=CC=CC=N1)OC(=O)NCC1=CC=C(C=C1)N(C)C)C=C2